ethyl 5-((4,4-difluorocyclohexyl) methyl)-4H-1,2,4-triazole-3-carboxylate FC1(CCC(CC1)CC=1NC(=NN1)C(=O)OCC)F